6-(6-(1-methyl-1H-pyrazol-4-yl)-1H-pyrrolo[2,3-b]pyridin-3-yl)-3,4-dihydroisoquinolin-1(2H)-one CN1N=CC(=C1)C1=CC=C2C(=N1)NC=C2C=2C=C1CCNC(C1=CC2)=O